OC=1C=C2CC[C@@H]([C@@H](C2=CC1)C1=CC=C(C=C1)N1CCC(CC1)CCN1CCN(CC1)C=1C=C2CN(C(C2=CC1)=O)C1C(NC(CC1)=O)=O)C1=CC=CC=C1 3-[5-[4-[2-[1-[4-[(R,2S)-6-hydroxy-2-phenyl-tetralin-1-yl]phenyl]-4-piperidyl]ethyl]piperazin-1-yl]-1-oxo-isoindolin-2-yl]piperidine-2,6-dione